N-(2-(4-fluoropiperidin-1-yl)ethyl)-5-methoxy-7-(1-methyl-6-oxo-1,6-dihydropyridin-3-yl)-N-(3-(methylamino)-3-oxopropyl)benzo[b]thiophene-2-carboxamide FC1CCN(CC1)CCN(C(=O)C1=CC2=C(S1)C(=CC(=C2)OC)C2=CN(C(C=C2)=O)C)CCC(=O)NC